CC(=O)C1=CC=C(C=C1)OC(=O)C The molecule is a methyl ketone that is acetophenone substituted by an acetoxy group at position 4. It is a member of acetophenones and a member of phenyl acetates. It derives from an acetophenone.